3-(3,5-dichlorophenyl)-3-(N-methyl-1-(2-(5,6,7,8-tetrahydro-1,8-naphthyridin-2-yl)ethyl)-1H-pyrazole-4-carboxamido)propionic acid ClC=1C=C(C=C(C1)Cl)C(CC(=O)O)N(C(=O)C=1C=NN(C1)CCC1=NC=2NCCCC2C=C1)C